ClC1=CC=C(C=C1)[C@@H]1COC2=C(O1)C=CC=C2C2CCN(CC2)CC=2N(C(=CN2)/C=C/C(=O)OCC)CC=2OC=CN2 ethyl (R,E)-3-(2-((4-(2-(4-chlorophenyl)-2,3-dihydrobenzo[b][1,4]dioxin-5-yl)piperidin-1-yl)methyl)-1-(oxazol-2-ylmethyl)-1H-imidazol-5-yl)acrylate